1-(2-iodophenyl)-(S)-1-hydroxy-3-methyl-butyl-(S)-2-cyclohexylcarbamate IC1=C(C=CC=C1)[C@](CC(C)C)(O)N(C([O-])=O)C1CCCCC1